C(CCC=C)OC(=O)C=1SC=CC1 pent-4-en-1-ylthiophene-2-carboxylate